(2R)-2-(((2,4-dioxo-3,4-dihydropyrimidin-1(2H)-yl)acetyl)amino)-N-(3-fluoro-4-(trimethylsilyl)phenyl)-2-(4-(methoxymethyl)phenyl)acetamide O=C1N(C=CC(N1)=O)CC(=O)N[C@@H](C(=O)NC1=CC(=C(C=C1)[Si](C)(C)C)F)C1=CC=C(C=C1)COC